1-(4-acetylphenyl)-1H-pyrrole-2,5-dione C(C)(=O)C1=CC=C(C=C1)N1C(C=CC1=O)=O